N1N=NC(=C1)CNC(=O)[C@@H]1CC2=C3C(OC[C@@H](C(N13)=O)NC([C@H](C(C)C)NC(C)=O)=O)=CC=C2 (1S,8S)-8-((S)-2-Acetylamino-3-methyl-butyrylamino)-9-oxo-1,2,8,9-tetrahydro-7H-6-oxa-9a-aza-benzo[cd]azulene-1-carboxylic acid (1H-[1,2,3]triazol-4-ylmethyl)-amide